BrC=1C=CC(=C(C1)NC(=O)[C@H]1NC(CCC1)=O)N[C@@H]1CC[C@H](CC1)O (S)-N-(5-bromo-2-((trans-4-hydroxycyclohexyl)amino)phenyl)-6-oxopiperidine-2-carboxamide